C(C1=CC=CC=C1)OC(=O)N[C@@H](C(=O)N1CCC(CC1)(C(=O)OC)NC(=O)OC(C)(C)C)CCCCNC(=O)OC(C)(C)C methyl (R)-1-(2-(benzyloxycarbonylamino)-6-(tert-butyloxycarbonylamino)hexanoyl)-4-(tert-butyloxycarbonylamino)piperidin-4-carboxylate